[Cl-].[Cl-].C(C)(C)C=1C(C2=CC=CC=C2C1)[SiH2][Zr](C1C(=C(C(=C1C)C)C)C)(C)C (2-isopropyl-1H-inden-1-yl)dimethyl-silyl-(2,3,4,5-tetramethylcyclopenta-2,4-dienyl)zirconium dichloride